NCCOCCOCCC(=O)N[C@H](C(=O)N1C(CC(C1)O)C(=O)NCC1=CC=C(C=C1)C1=C(N=CS1)C)C(C)(C)C ((S)-2-(3-(2-(2-aminoethoxy)ethoxy)propanamido)-3,3-dimethylbutanoyl)-4-hydroxy-N-(4-(4-methylthiazol-5-yl)benzyl)pyrrolidine-2-carboxamide